ethyl 1-[3-(3,5-dimethylisoxazol-4-yl)pyrazolo[1,5-a]pyridin-5-yl]-3-methoxy-pyrazole-4-carboxylate CC1=NOC(=C1C=1C=NN2C1C=C(C=C2)N2N=C(C(=C2)C(=O)OCC)OC)C